C(C)(=O)C=1C=C(C=C2C(C(=C(OC12)C1=CC=CC=C1)C)=O)C 8-acetyl-3,6-dimethyl-2-phenyl-chromen-4-one